COC(C1=C(C=C2C3(CC(N(C2=N1)C(=O)OC(C)(C)C)C3)F)CN3CCN(CC3)C)OC tert-butyl 7-(dimethoxymethyl)-4-fluoro-6-((4-methylpiperazin-1-yl)methyl)-3,4-dihydro-2,4-methylene-1,8-naphthyridine-1(2H)-carboxylate